tert-butyl 4-(pyrrolidin-1-yl)-3,6-dihydropyridine-1(2H)-carboxylate N1(CCCC1)C=1CCN(CC1)C(=O)OC(C)(C)C